FC=1C=C2C(=NN(C2=CC1)C)N1C(CCCC1=O)=O 5-fluoro-1-methyl-1H-indazol-3-yl-piperidine-2,6-dione